ClC1=CC(=C(C=C1COC1(CC1)C=1C=NC=CC1C1=C(C=CC=C1)OC1CC1)S(=O)(=O)N(C)C)OC 4-chloro-5-([1-[4-(2-cyclopropoxyphenyl)pyridin-3-yl]cyclopropoxy]methyl)-2-methoxy-N,N-dimethylbenzene-1-sulfonamide